(E)-1-Morpholino-4-(((S)-1-(5-((Z)-4,4,4-trifluoro-1-(3-fluoro-1H-indazol-5-yl)-2-phenylbut-1-en-1-yl)pyridin-2-yl)piperidin-3-yl)amino)but-2-en-1-one O1CCN(CC1)C(\C=C\CN[C@@H]1CN(CCC1)C1=NC=C(C=C1)\C(=C(\CC(F)(F)F)/C1=CC=CC=C1)\C=1C=C2C(=NNC2=CC1)F)=O